4-isopropylcyclohex-1-ene-1-carboxylic acid C(C)(C)C1CC=C(CC1)C(=O)O